C1=CC(=CC=C1S(=O)(=O)C2=CC=C(C=C2)Cl)Cl 4,4'-dichlorodiphenyl sulphone